N2-[2-(3-Azabicyclo[3.1.1]heptan-3-yl)-3-chlorophenyl]-N5,N5-dimethylthiophene-2,5-disulfonamide C12CN(CC(C1)C2)C2=C(C=CC=C2Cl)NS(=O)(=O)C=2SC(=CC2)S(=O)(=O)N(C)C